I(=O)(=O)(=O)O.I(=O)(=O)(=O)O periodic acid, periodic acid salt